ethyl 2-(3-bromo-2-(prop-1-en-2-yl)phenyl)acetate BrC=1C(=C(C=CC1)CC(=O)OCC)C(=C)C